tert-butyl 4-[(4-hydroxypiperidin-4-yl)methoxy]butanoate OC1(CCNCC1)COCCCC(=O)OC(C)(C)C